O[C@@H]1[C@@H](CNC1)CN(C(OCC1=CC=CC=C1)=O)C benzyl (((3S,4R)-4-hydroxypyrrolidin-3-yl)methyl)(methyl)carbamate